1-piperidin-1-ylethanone N1(CCCCC1)C(C)=O